NC1C2CC(CC12)C(=O)NC1=CC(=C(C=C1)C)OC 6-Amino-N-(3-methoxy-4-methylphenyl)bicyclo[3.1.0]hexane-3-carboxamide